The molecule is an ammonium ion that is the conjugate acid of N-methylphenylethanolamine; major species at pH 7.3. It has a role as a human metabolite and a plant metabolite. It is a conjugate acid of a N-methylphenylethanolamine. C[NH2+]CC(C1=CC=CC=C1)O